ClC1=NC=2C(CCCC2C(=N1)Cl)(F)F 2,4-dichloro-8,8-difluoro-5,6,7,8-tetrahydroquinazoline